ClCCCOC1=CC=C(C=C1)C=1NC2=CC(=CC=C2C(C1O)=O)Cl 2-(4-(3-chloropropoxy)phenyl)-3-hydroxy-7-chloroquinolin-4(1H)-one